rac-1-(((1s,3s)-3-((tert-butyldiphenylsilyl)oxy)cyclobutyl)methyl)-4-(2,3-dichloro-6-((2-(trimethylsilyl)ethoxy)methoxy)phenyl)pyrrolidine-2-thione [Si](C1=CC=CC=C1)(C1=CC=CC=C1)(C(C)(C)C)OC1CC(C1)CN1C(C[C@@H](C1)C1=C(C(=CC=C1OCOCC[Si](C)(C)C)Cl)Cl)=S |r|